NC=1NC2=CC(=CC=C2C1C(=O)OCC)N1CCN(CC1)C(=O)OCC1=CC=CC=C1 ethyl 2-amino-6-(4-((benzyloxy)carbonyl)piperazin-1-yl)-1H-indole-3-carboxylate